ClC=1C(=NC(=NC1)N1CC(N(CC1)C)=O)NC1=CC=2C3=C(CN(C2C=C1)C)OCC[C@@H](N3)C3CC3 (R)-10-((5-chloro-2-(4-methyl-3-oxopiperazin-1-yl)pyrimidin-4-yl)amino)-2-cyclopropyl-7-methyl-1,2,3,4-tetrahydro-[1,4]oxazepino[2,3-c]quinolin